4-(N-(3-(fluoromethyl)-4-methyl-phenyl)-3-(triisopropyl-silyl)propiolamido)tetrahydro-2H-pyran-4-carboxamide FCC=1C=C(C=CC1C)N(C(C#C[Si](C(C)C)(C(C)C)C(C)C)=O)C1(CCOCC1)C(=O)N